(R)-N-(cyanamido(4-(hydroxymethyl)-2-(2-hydroxypropan-2-yl)thiazol-5-yl)(oxo)-λ6-sulfaneylidene)-2-(4-cyano-2,6-diisopropylphenyl)acetamide N(C#N)[S@@](=NC(CC1=C(C=C(C=C1C(C)C)C#N)C(C)C)=O)(=O)C1=C(N=C(S1)C(C)(C)O)CO